(2,6-difluoro-4-nitrophenyl)-4-(trifluoromethyl)piperidine Ethyl-[[4-(trifluoro-methyl)phenyl]carbamoyl]formate C(C)OC(=O)C(NC1=CC=C(C=C1)C(F)(F)F)=O.FC1=C(C(=CC(=C1)[N+](=O)[O-])F)N1CCC(CC1)C(F)(F)F